O=C1NN=C(C2=CC=CC=C12)CC1=CC=C(C=C1)N(C(OC(C)(C)C)=O)C tert-butyl (4-((4-oxo-3,4-dihydrophthalazin-1-yl)methyl)phenyl)(methyl)carbamate